4-oxo-N-({6-[(phenylformamido)methyl]imidazo[1,2-a]pyridin-2-yl}methyl)-4H-pyrido[1,2-a]pyrimidine-2-carboxamide O=C1C=C(N=C2N1C=CC=C2)C(=O)NCC=2N=C1N(C=C(C=C1)CNC(=O)C1=CC=CC=C1)C2